1-[1-(2-oxo-1H-pyridin-3-yl)ethyl]pyrazol O=C1NC=CC=C1C(C)N1N=CC=C1